mono(cis-9-octadecenyl)ether C(CCCCCCC\C=C/CCCCCCCC)OCCCCCCCC\C=C/CCCCCCCC